ClC1=CC=C(C=C1)N(S(=O)(=O)C1=CC=C(C=C1)C)C=C=C N-(4-chlorophenyl)-4-methyl-N-allenylbenzenesulfonamide